[S-2].[Ag+].[In+3].[S-2] indium-silver sulfide